FC1=C(C=CC=C1)CN(C(C(N)=O)=O)CC1=NC=C(C=C1)C(F)(F)F N'-[(2-fluorophenyl)methyl]-N'-[[5-(trifluoromethyl)-2-pyridyl]methyl]oxamide